trans-(P)-1-(5-fluoro-2-methoxy-4-(3-(trifluoromethoxy)cyclobutyl)phenyl)-N-(isoxazol-3-yl)-2-oxo-1,2-dihydroquinoline-6-sulfonamide FC=1C(=CC(=C(C1)N1C(C=CC2=CC(=CC=C12)S(=O)(=O)NC1=NOC=C1)=O)OC)[C@@H]1C[C@H](C1)OC(F)(F)F